OC1=C(C=C(C=C1C)P(C1=CC=CC=C1)C1=CC(=C(C(=C1)C)O)C)C Bis(4-hydroxy-3,5-dimethylphenyl)phenylphosphine